FC(C=1C=C(C(=C)C)C=CC1)(F)F 3-trifluoromethyl-α-methylstyrene